(hex-2-yl)(methyl)amine CC(CCCC)NC